FC1=CC(=CC=2NC(=NC21)C2CCCC(N2)=O)C(F)(F)F 6-[4-fluoro-6-(trifluoromethyl)-1H-1,3-benzodiazol-2-yl]piperidin-2-one